(R)-1-Ethyl-6-fluoro-7-(4-(4-(4-(1-hydroxy-2-(N-methylacetamido)ethyl)phenoxy)butyl)piperazin-1-yl)-4-oxo-1,4-dihydro-1,8-naphthyridine-3-carboxylic acid C(C)N1C=C(C(C2=CC(=C(N=C12)N1CCN(CC1)CCCCOC1=CC=C(C=C1)[C@H](CN(C(C)=O)C)O)F)=O)C(=O)O